3,7-dibromo-10-{2-[(1R,4R)-2-oxa-5-azabicyclo[2.2.1]heptan-5-yl]ethyl}phenoxazine BrC=1C=CC=2N(C3=CC=C(C=C3OC2C1)Br)CCN1[C@H]2CO[C@@H](C1)C2